3-(4-chlorophenyl)-1-[3-(1,3-thiazol-4-yl)phenyl]urea ClC1=CC=C(C=C1)NC(NC1=CC(=CC=C1)C=1N=CSC1)=O